methyl-rel-(2R,4R)-4-[[(5S)-3-(3,5-difluorophenyl)-5-vinyl-4H-isoxazol-5-carbonyl]amino]tetrahydrofuran-2-carboxylate COC(=O)[C@@H]1OC[C@@H](C1)NC(=O)[C@]1(CC(=NO1)C1=CC(=CC(=C1)F)F)C=C |o1:4,7|